8-(4-bromobutyl)-2,3,6,11,12-pentakis(pentyloxy)triphenylene BrCCCCC=1C=C(C=C2C=3C=C(C(=CC3C3=C(C(=CC=C3C12)OCCCCC)OCCCCC)OCCCCC)OCCCCC)OCCCCC